FC1=C(C(=CC(=C1)OC1CN(C1)CCCF)F)[C@@H]1N([C@H](CC2=C1NC1=CC=C(C=C21)F)C)CC(CO)(F)F 3-((1S,3S)-1-(2,6-difluoro-4-((1-(3-fluoropropyl)azetidin-3-yl)oxy)phenyl)-6-fluoro-3-methyl-1,3,4,9-tetrahydro-2H-pyrido[3,4-b]indol-2-yl)-2,2-difluoropropan-1-ol